C(=O)(OC(C)(C)C)NCCN1CCNCC1 ((N-Boc-amino)ethyl)piperazine